5-[(2,4-diamino-5-pyrimidinyl)methyl]-2,3-dimethoxy-phenol NC1=NC=C(C(=N1)N)CC=1C=C(C(=C(C1)O)OC)OC